tert-butyl (S)-(1-(dimethyl(oxo)-λ6-sulfanylidene)-2-oxoheptan-3-yl)carbamate CS(=CC([C@H](CCCC)NC(OC(C)(C)C)=O)=O)(=O)C